FC1=C(C(=CC=C1)F)N1N=CC=C(C1=O)C(=O)N 2-(2,6-difluorophenyl)-3-oxo-2,3-dihydropyridazine-4-carboxamide